1-methyl-1-heptylpiperidinium bis(trifluoromethanesulfonyl)imide salt [N-](S(=O)(=O)C(F)(F)F)S(=O)(=O)C(F)(F)F.C[N+]1(CCCCC1)CCCCCCC